3-{3-Methyl-2-oxo-5-[2-(piperidin-4-yl)pyrimidin-5-yl]-1,3-benzodiazol-1-yl}piperidine-2,6-dione trifluoroacetate FC(C(=O)O)(F)F.CN1C(N(C2=C1C=C(C=C2)C=2C=NC(=NC2)C2CCNCC2)C2C(NC(CC2)=O)=O)=O